silver-antimony copper [Cu].[Sb].[Ag]